4-(3-(3,5-dimethoxyphenyl)propyl)benzene-1,3-diol COC=1C=C(C=C(C1)OC)CCCC1=C(C=C(C=C1)O)O